NC=1C(=C(C=C2C=C(N=CC12)NC(OCC1(COC1)F)=O)C1=C(C2=C(OCCN2)N=C1)C)F (3-Fluorooxetan-3-yl)methyl (8-amino-7-fluoro-6-(8-methyl-2,3-dihydro-1H-pyrido[2,3-b][1,4]oxazin-7-yl)isoquinolin-3-yl)carbamate